methyl (1S,3S)-3-((6-(5-(aminomethyl)-1-methyl-1H-1,2,3-triazol-4-yl)-2-cyclopropylpyridin-3-yl)oxy)cyclohexane-1-carboxylate NCC1=C(N=NN1C)C1=CC=C(C(=N1)C1CC1)O[C@@H]1C[C@H](CCC1)C(=O)OC